(dodecanoyloxy)-2-((dodecanoyloxy)methyl)-2-((icosanoyloxy)methyl)-N,N,N-trimethylpropan-1-aminium Chloride [Cl-].C(CCCCCCCCCCC)(=O)OC(C(C)(COC(CCCCCCCCCCCCCCCCCCC)=O)COC(CCCCCCCCCCC)=O)[N+](C)(C)C